(5-bromofuran-2-yl)-5-ethylpiperazin-2-one BrC1=CC=C(O1)N1C(CNC(C1)CC)=O